C(C1=CC=CC=C1)OC([C@H](C(C)C)N(CCN1CCN(CC1)C(=O)OC(C)(C)C)C)=O.C1(=CC=CC=C1)NC1=CC=C(C=C1)NC(CC(C)C)C N-phenyl-N'-(1,3-dimethylbutyl) p-phenylenediamine tert-butyl (S)-4-(2-((1-(benzyloxy)-3-methyl-1-oxobutan-2-yl)(methyl)amino)ethyl)piperazine-1-carboxylate